9-fluoro-2,3,4,5-tetrahydro-1,4-benzoxazepine FC1=CC=CC=2CNCCOC21